NC=1NC2=C(N1)C=CC=C2 L-2-amino-benzoimidazole